(2,4,5-trifluorophenyl)nicotinamide FC1=C(C=C(C(=C1)F)F)C1=C(C(=O)N)C=CC=N1